methyl 2-(trifluoromethyl)-4-[4-(trifluoromethyl)-1H-imidazol-2-yl]benzoate FC(C1=C(C(=O)OC)C=CC(=C1)C=1NC=C(N1)C(F)(F)F)(F)F